methyl 1-trityl-1H-1,2,4-triazole-5-carboxylate C(C1=CC=CC=C1)(C1=CC=CC=C1)(C1=CC=CC=C1)N1N=CN=C1C(=O)OC